C(#N)C=1C=C(C=NC1)COC1=C(C=2CCCC2C(=C1)OCC=1C(=C(C=CC1)C1=CC=CC=C1)C)C(=O)NC1CCN(CC1)C 5-((5-cyanopyridin-3-yl)methoxy)-7-((2-methyl-[1,1'-biphenyl]-3-yl)methoxy)-N-(1-methylpiperidin-4-yl)-2,3-dihydro-1H-indene-4-carboxamide